CC(C)CC(=O)C1=C([C@@]([C@H](C1=O)CC=C(C)C)(C(=O)CC=C(C)C)O)O The molecule is a cyclic ketone that is the naturally occurring (4S,5R) enantiomer of the cis-isomer of isohumolone, produced during the brewing process due to thermal isomerism, which converts humulones to isohumulones via an acyloin-type ring contraction. It has a role as a plant metabolite. It is an enol, an enone, a tertiary alcohol, a cyclic ketone and a tertiary alpha-hydroxy ketone.